2-(2-chlorophenylsulfonyl)acetonitrile ClC1=C(C=CC=C1)S(=O)(=O)CC#N